CN(C1=C(C=NC=C1)[C@H]1CNC2(CC2)C1)C (S)-6-(4-(dimethylamino)pyridin-3-yl)-4-azaspiro[2.4]heptane